(R)-2-amino-4-methyl-N-(2-oxo-2-((6-(trifluoromethoxy)benzo[d]thiazol-2-yl)amino)ethyl)pentanamide N[C@@H](C(=O)NCC(NC=1SC2=C(N1)C=CC(=C2)OC(F)(F)F)=O)CC(C)C